C=C1C(NC(C(N1)=O)=CC1(N=CNC1C1=CC=CC=C1)CCCN)=O methylene-6-((4-(3-aminopropyl)-5-phenyl-1H-imidazol-4-yl)methylene)piperazine-2,5-dione